[N+](=O)([O-])C1=CC(=CC=2[N+](=C(SC21)C(=O)N)[O-])C(F)(F)F 7-nitro-5-(trifluoromethyl)-2-benzothiazolecarboxamide-3-oxide